C12(CC3CC(CC(C1)C3)C2)CN (adamantan-1-yl)methanamine